FC1=CC=C2C=C(NC(C2=C1)=O)CCC(=O)N1CCN(CC1)C1=NC=C(C#N)C=C1 6-(4-(3-(7-fluoro-1-oxo-1,2-dihydroisoquinolin-3-yl)propanoyl)piperazin-1-yl)nicotinonitrile